3-(5-(((1R,2R)-2-(ethyl(oxetan-3-ylmethyl)amino)cyclopentyl)oxy)-1-oxoisoindolin-2-yl)piperidine-2,6-dione C(C)N([C@H]1[C@@H](CCC1)OC=1C=C2CN(C(C2=CC1)=O)C1C(NC(CC1)=O)=O)CC1COC1